CC1=C(C(=C2C=NN(C2=C1)C1OCCCC1)B1OC(C(O1)(C)C)(C)C)CCCN1N=C(C=C1)C1CN(CCC1)C(=O)OC(C)(C)C rac-tert-butyl 3-(1-(3-(6-methyl-1-(tetrahydro-2H-pyran-2-yl)-4-(4,4,5,5-tetramethyl-1,3,2-dioxaborolan-2-yl)-1H-indazol-5-yl)propyl)-1H-pyrazol-3-yl)piperidine-1-carboxylate